ethyl 1-[7-(3-chloro-1-propyl-1H-indazol-5-ylmethoxy)-2H-chromen-3-ylmethyl]-piperidine-4-carboxylate ClC1=NN(C2=CC=C(C=C12)COC1=CC=C2C=C(COC2=C1)CN1CCC(CC1)C(=O)OCC)CCC